BrC1=CC=C(C=C1)NC=1C(=CC(=C(C1F)OC)F)N N1-(4-Bromophenyl)-4,6-difluoro-5-methoxybenzene-1,2-diamine